DimethyLfumarate C\C(=C(/C(=O)[O-])\C)\C(=O)[O-]